N-(2-(1-(3-chloro-4-((3,5-difluoropyridin-2-yl)methoxy-d2)-5',6-dimethyl-2-oxo-2H-[1,4'-bipyridin]-2'-yl)-4-(trifluoromethyl)-1H-pyrazol-3-yl)propan-2-yl)acetamide ClC=1C(N(C(=CC1OC([2H])([2H])C1=NC=C(C=C1F)F)C)C1=CC(=NC=C1C)N1N=C(C(=C1)C(F)(F)F)C(C)(C)NC(C)=O)=O